Methoxy-tert-butyl-dimethylsilane CO[Si](C)(C)C(C)(C)C